FC1=C(C(=O)OCC)C=CC(=C1)Br ethyl 2-fluoro-4-bromobenzoate